(S)-N-(2-((1-((2-aminoethyl)amino)-1-oxo-3-phenylpropan-2-yl)carbamoyl)phenyl)-2-naphthamide NCCNC([C@H](CC1=CC=CC=C1)NC(=O)C1=C(C=CC=C1)NC(=O)C1=CC2=CC=CC=C2C=C1)=O